NC1=C2C(=NC=N1)N(N=C2C=2C=CC(=C(C2)NS(=O)(=O)C)OC)[C@@H](C)C=2C=C1N(C(C2C2=CC(=CC=C2)F)=O)C(=CS1)C (S)-N-(5-(4-amino-1-(1-(6-(3-fluorophenyl)-3-methyl-5-oxo-5H-thiazolo[3,2-a]pyridin-7-yl)ethyl)-1H-pyrazolo[3,4-d]pyrimidin-3-yl)-2-methoxyphenyl)methanesulfonamide